N-(1-methyl-2-phenylethyl)prop-2-ynylamine CC(CC1=CC=CC=C1)NCC#C